S1C(=CC=C1)C1=CC=C(C=N1)NC(OC[C@@H]1OC2=C(C3=C(N=C(S3)C3=C4N=CC(=NC4=CC(=C3)C)OC)C(=C2)C)OC1)=O (R)-(2-(2-methoxy-7-methylquinoxalin-5-yl)-4-methyl-7,8-dihydro-[1,4]dioxino[2',3':3,4]benzo[1,2-d]thiazol-7-yl)methyl (6-(thiophen-2-yl) pyridin-3-yl)carbamate